FC1CN(C1)C(=O)C1=C(C=CC(=C1)F)B1OC(C(O1)(C)C)(C)C (3-fluoroazetidin-1-yl)-[5-fluoro-2-(4,4,5,5-tetramethyl-1,3,2-dioxaborolan-2-yl)phenyl]methanone